2-((allyloxy)methyl)-3-methylbutan-1-ene C(C=C)OCC(=C)C(C)C